methyl-cumene CC1=C(C=CC=C1)C(C)C